4-chlorobenzyl (4-(1-(4-methylpiperidine-1-carboxamido)ethyl)phenyl)carbamate CC1CCN(CC1)C(=O)NC(C)C1=CC=C(C=C1)NC(OCC1=CC=C(C=C1)Cl)=O